CSC(CC(=O)C1=C(C(=CC=C1)Br)OC)=S 3-(3-bromo-2-methoxyphenyl)-3-oxodithiopropionic acid methyl ester